O=C1NC(CCC1N1C(C2=CC=C(C=C2C1=O)OC1=CC=C(C=C1)N1CCC(CC1)CCC1CCNCC1)=O)=O 2-(2,6-Dioxopiperidin-3-yl)-5-(4-(4-(2-(piperidin-4-yl)ethyl)piperidin-1-yl)phenoxy)isoindoline-1,3-dione